[K].N1=NC(C=C1)=O pyrazolone potassium salt